(R)-N-(4-cyclopropylphenyl)piperidine-3-carboxamide 2,2,2-trifluoroacetate FC(C(=O)O)(F)F.C1(CC1)C1=CC=C(C=C1)NC(=O)[C@H]1CNCCC1